C(C1=CC=CC=C1)C1=C(C(=C(O)C=C1)O)O 4-benzyl-pyrogallol